(6-chloro-3-iodo-1-{[2-(trimethylsilyl)ethoxy]methyl}-1H-pyrazolo[3,4-b]pyrazin-5-yl)methanol ClC1=C(N=C2C(=N1)N(N=C2I)COCC[Si](C)(C)C)CO